FC=1C=C(C=CC1)C(CCCCCOB([O-])[O-])(C1=CC(=CC=C1)F)C1=CC(=CC=C1)F.C(C1=CC=CC=C1)[N+](C)(C)CCCCCCCCCCCCCCCC.C(C1=CC=CC=C1)[N+](C)(C)CCCCCCCCCCCCCCCC N-benzyl-N,N-dimethylhexadecylammonium tris(3-fluorophenyl)hexyl-borate